6-chloro-1-(2,2-dimethylpropyl)-7-(2-fluoro-6-hydroxyphenyl)-4-(4-(2-propenoyl)-1-piperazinyl)-2(1H)-quinazolinone ClC=1C=C2C(=NC(N(C2=CC1C1=C(C=CC=C1O)F)CC(C)(C)C)=O)N1CCN(CC1)C(C=C)=O